4-[(5-benzyltetrazol-1-yl)methyl]benzohydroxamic acid C(C1=CC=CC=C1)C1=NN=NN1CC1=CC=C(C(=O)NO)C=C1